N1(CN=CC=C1)C(=O)N pyrimidine-1-carboxamide